5-(4-((3-ethyl-2,4-dioxo-1,2,3,4-tetrahydrothieno[3,2-d]pyrimidin-6-yl)methyl)-2-methylpiperazin-1-yl)-3-fluoro-N-methylpicolinamide C(C)N1C(NC2=C(C1=O)SC(=C2)CN2CC(N(CC2)C=2C=C(C(=NC2)C(=O)NC)F)C)=O